4-(3-bromo-4-(2-methoxyethoxy)benzyl)phthalazin-1(2H)-one BrC=1C=C(CC2=NNC(C3=CC=CC=C23)=O)C=CC1OCCOC